Methyl (S)-3-(4-(benzyloxy)phenyl)-2-(2-(1-isonicotinoylpiperidin-4-yl)acetamido)propan-oate C(C1=CC=CC=C1)OC1=CC=C(C=C1)C[C@@H](C(=O)OC)NC(CC1CCN(CC1)C(C1=CC=NC=C1)=O)=O